C(C1=CC=CC=C1)OC1=NC(=CC=C1N1C(N(C2=C1C=CC(=C2)N(C2=C(C=C(C=C2)CC(=O)OC)C)C)C)=O)OCC2=CC=CC=C2 methyl 2-(4-((1-(2,6-bis(benzyloxy)pyridin-3-yl)-3-methyl-2-oxo-2,3-dihydro-1H-benzo[d]imidazol-5-yl)(methyl)amino)-3-methylphenyl)acetate